FC1=C(C=C(C=C1)NC(=O)C1=C(C2=C(S1)C=C(C=C2)C(F)(F)F)NC(C2=C(C=CC(=C2)C=2C=NC(=NC2)C2(CS(CC2)(=O)=O)O)OC)=O)C(F)(F)F N-(4-fluoro-3-(trifluoromethyl)phenyl)-3-(5-(2-(3-hydroxy-1,1-dioxidotetrahydrothiophen-3-yl)pyrimidin-5-yl)-2-methoxybenzamido)-6-(trifluoromethyl)benzo[b]thiophene-2-carboxamide